C[Si](CCOCN1C(C2=C(C=3C(CCCC13)=O)C=CS2)=O)(C)C 5-((2-(trimethylsilyl)ethoxy)methyl)-7,8-dihydrothieno[2,3-c]Quinoline-4,9(5H,6H)-dione